2-((5-(6-chloro-7-fluoro-3-(1H-imidazol-1-yl)-5-methoxy-1-methyl-1H-indol-2-yl)-4H-1,2,4-triazol-3-yl)(methyl)amino)ethan-1-ol ClC1=C(C=C2C(=C(N(C2=C1F)C)C=1NC(=NN1)N(CCO)C)N1C=NC=C1)OC